tert-butyl N-[2-[3-[tert-butyl(dimethyl) silyl]oxy-2-fluoro-3-methyl-butyl]-6-methoxy-pyrazolo[1,5-a]pyridin-5-yl]carbamate [Si](C)(C)(C(C)(C)C)OC(C(CC1=NN2C(C=C(C(=C2)OC)NC(OC(C)(C)C)=O)=C1)F)(C)C